CN1C(CCC2=CC(=CC=C12)C=1C=C(C=NC1)CNC(=O)C=1N=C(OC1)C)=O 2-Methyl-oxazole-4-carboxylic acid [5-(1-methyl-2-oxo-1,2,3,4-tetrahydro-quinolin-6-yl)-pyridin-3-ylmethyl]-amide